(3s,5s)-4-(7-bromo-6-chloro-quinazolin-4-yl)-3,5-dimethyl-piperazine-1-carboxylic acid tert-butyl ester C(C)(C)(C)OC(=O)N1C[C@@H](N([C@H](C1)C)C1=NC=NC2=CC(=C(C=C12)Cl)Br)C